5-(tert-butyl)-3-(Dibenzo[b,d]furan-1-yl)-[1,1'-biphenyl]-2-amine C(C)(C)(C)C1=CC(=C(C(=C1)C1=CC=CC=C1)N)C1=CC=CC=2OC3=C(C21)C=CC=C3